2-(chloromethyl)oxazol ClCC=1OC=CN1